C(=O)C1=C(C=CC=C1)P(C1=C(C=CC=C1)C=O)C1=C(C=CC=C1)C=O tris(2-formylphenyl)phosphine